C(C)C1=NC(=CC(=C1)C1=CC(=CC=C1)Cl)C1=CC=CC=C1 2-ethyl-4-(m-chlorophenyl)-6-phenylpyridine